2,5-bis(2-bromophenyl)thiophene (1S,2R,4aS,5R,8aS)-1-Formamido-1,4a-dimethyl-6-methylene-5-((E)-2-(2-oxo-2,5-dihydrofuran-3-yl)ethenyl)decahydronaphthalen-2-yl-2-nitrobenzoate C(=O)N[C@@]1([C@@H](CC[C@]2([C@@H](C(CC[C@H]12)=C)\C=C\C=1C(OCC1)=O)C)OC(C1=C(C=CC=C1)[N+](=O)[O-])=O)C.BrC1=C(C=CC=C1)C=1SC(=CC1)C1=C(C=CC=C1)Br